COC1=NN(C=C1NC1=NC=C(C=N1)C#CC=1C=C(C(=O)N)C=CC1C)C 3-((2-((3-methoxy-1-methyl-1H-pyrazol-4-yl)amino)pyrimidin-5-yl)ethynyl)-4-methylbenzamide